CN(C=1C(=NC=CC1)S(=O)(=O)NC=1C=CC=C2C=CC=NC12)C 3-(dimethylamino)-N-(quinolin-8-yl)pyridine-2-sulfonamide